CC1=CC=C(C=C1)OC p-Methylanisol